[Si].[B].[Fe].ClC1([C@H]([C@@H]1C1=CC(=CC(=C1)Cl)Cl)C(=O)NC1=CC(=C(C=C1)Cl)C(=O)NNC1=CC(=C(C=C1)Cl)Cl)Cl Trans-2,2-dichloro-N-(4-chloro-3-(2-(3,4-dichlorophenyl)hydrazine-1-carbonyl)phenyl)-3-(3,5-dichlorophenyl)cyclopropane-1-carboxamide iron-boron-silicon